(1,4-Dioxaspiro[4.4]nonan-7-yl)methanamine O1CCOC12CC(CC2)CN